methyl (3S)-1-[(2S)-3-(3-bromo-5-fluorophenyl)-2-{[(tert-butoxy) carbonyl]amino}propanoyl]-1,2-diazinane-3-carboxylate BrC=1C=C(C=C(C1)F)C[C@@H](C(=O)N1N[C@@H](CCC1)C(=O)OC)NC(=O)OC(C)(C)C